Br.NC1=NC(=NC=C1CBr)C 4-amino-5-(bromomethyl)-2-methylpyrimidin Hydrobromide